C(C)N1CC(CCC1)C(O)C=1N=NC(=C(C1)C)C1=CC=C2C(=CN(C2=C1)S(=O)(=O)C1=CC=C(C)C=C1)F (1-ethylpiperidin-3-yl)(6-(3-fluoro-1-tosyl-1H-indol-6-yl)-5-methylpyridazin-3-yl)methanol